tert-butyl 4-chlorosulfonylpiperidine-1-carboxylate ClS(=O)(=O)C1CCN(CC1)C(=O)OC(C)(C)C